1-(4-Chlorobenzyl)-2-nitrobenzene ClC1=CC=C(CC2=C(C=CC=C2)[N+](=O)[O-])C=C1